CN=[S@@](=O)(C)[C@@H]1[C@H](C[C@@H](OC1)C(=O)N1[C@H](C2=CC=CC=C2CC1)C1=CC=C(C=C1)F)NC(OC(C)(C)C)=O tert-butyl ((2R,4S,5R)-5-((R)-N,S-dimethylsulfonimidoyl)-2-((S)-1-(4-fluorophenyl)-1,2,3,4-tetrahydroisoquinoline-2-carbonyl)tetrahydro-2H-pyran-4-yl)carbamate